FC1=C(C=CC=C1)C1=CC=C(C=C1)CCCNC(C1=C(N=CC=C1)O)=O N-(3-(2'-fluoro-[1,1'-biphenyl]-4-yl)propyl)-2-hydroxynicotinamide